methylpalmitoyl L-tryptophanate N[C@@H](CC1=CNC2=CC=CC=C12)C(=O)OC(CCCCCCCCCCCCCCCC)=O